racemic-4-chloro-5-(3-oxo-1-[1-[2-(trifluoromethyl)phenyl]ethyl]-1H,2H,3H,4H,5H,6H,7H-pyrazolo[4,3-c]pyridin-5-yl)-2,3-dihydropyridazin-3-one ClC=1C(NN=CC1N1CC2=C(CC1)N(NC2=O)[C@H](C)C2=C(C=CC=C2)C(F)(F)F)=O |r|